(S)-N-(3-(7-(2,6-difluoro-3,5-dimethoxyphenyl)-1,4,5,6,7,8-hexahydrocyclohepta[c]pyrazol-3-yl)-1-methyl-1H-pyrazol-4-yl)acrylamide FC1=C(C(=C(C=C1OC)OC)F)[C@H]1CCCC2=C(NN=C2C2=NN(C=C2NC(C=C)=O)C)C1